C(C)OC(=O)C1OCC(CC1)C1=NC(=C2C(=NC(=NN21)N)O)Br 5-(2-amino-5-bromo-4-hydroxyimidazo[5,1-f][1,2,4]triazin-7-yl)tetrahydro-2H-pyran-2-carboxylic acid ethyl ester